(3-(3-(4-chlorophenyl)ureido)-2-oxopiperidin-1-yl)-3'-fluoro-[1,1'-biphenyl]-2-carboxamide ClC1=CC=C(C=C1)NC(NC1C(N(CCC1)C1=C(C(=CC=C1)C1=CC(=CC=C1)F)C(=O)N)=O)=O